C(C=CC1=CC=CC=C1)(=O)OCC\C=C/CC (Z)-3-hexen-1-yl cinnamate